Tri(isohexyl)-cyclohexan-1,3,5-tripropionat C(CCC(C)C)OC(CCC1CC(CC(C1)CCC(=O)OCCCC(C)C)CCC(=O)OCCCC(C)C)=O